C(C)(C)(C)C1=CC=C(C=C1)C1CC(C(O1)=O)=C 5-(4-(tert-butyl)phenyl)-3-methylenedihydrofuran-2(3H)-one